N1(C=NC=C1)CC=1C=CC(=NC1)N1CC(C1)C(=O)O 1-(5-((1H-imidazol-1-yl)methyl)pyridin-2-yl)azetidine-3-carboxylic acid